(4-(cyclopropanecarbonyl)piperidin-1-yl)(6,8-difluoro-4-(1,4-dioxa-8-azaspiro[4.5]decan-8-yl)quinolin-3-yl)methanone C1(CC1)C(=O)C1CCN(CC1)C(=O)C=1C=NC2=C(C=C(C=C2C1N1CCC2(OCCO2)CC1)F)F